(tert-butoxycarbonyl)hydrazine chromium bisbenzoate C(C1=CC=CC=C1)(=O)[O-].C(C1=CC=CC=C1)(=O)[O-].[Cr+2].C(C)(C)(C)OC(=O)NN